FC=1C=C2C=NN(C2=CC1OC)C1=CC=C(C=C1)C1=CC(=CC=C1)OC 5-fluoro-6-methoxy-1-(3'-methoxy-[1,1'-biphenyl]-4-yl)-1H-indazole